N-[3-chloro-4-[[1-[2-(2-hydroxyethoxy)ethyl]-2-methyl-pyrazol-2-ium-4-yl]methylcarbamoyl]phenyl]-5-(2,3-difluoro-4-methoxy-phenyl)-1-methyl-imidazole-2-carboxamide ClC=1C=C(C=CC1C(NCC=1C=[N+](N(C1)CCOCCO)C)=O)NC(=O)C=1N(C(=CN1)C1=C(C(=C(C=C1)OC)F)F)C